P(=O)(O)(O)OC[C@@H]1[C@H](C[C@@H](O1)N1C(=O)N=C(N)C=C1)O 2'-Deoxycytidine-5'-monophosphate